N-[(3R)-pyrrolidin-3-yl]Acetamide N1C[C@@H](CC1)NC(C)=O